[Si](C)(C)(C(C)(C)C)OCC1=CN=C2N1CC(CC2)C(=O)OC methyl 3-(((tert-butyldimethylsilyl)oxy)methyl)-5,6,7,8-tetrahydroimidazo[1,2-a]pyridine-6-carboxylate